(6-amino-5-(3-hydroxy-2,6-dimethylphenyl)-3-(trifluoromethyl)-5H-pyrrolo[2,3-b]pyrazin-7-yl)(6,7-dihydropyrazolo[1,5-a]pyrazin-5(4H)-yl)methanone NC1=C(C=2C(=NC(=CN2)C(F)(F)F)N1C1=C(C(=CC=C1C)O)C)C(=O)N1CC=2N(CC1)N=CC2